4-[6-imino-3,5-bis(4-methoxyphenyl)pyridazin-1-yl]butanoic acid N=C1C(=CC(=NN1CCCC(=O)O)C1=CC=C(C=C1)OC)C1=CC=C(C=C1)OC